6-Chloro-5-(2-methoxyphenoxy)-2-(3-methylbenzyl)pyrimidin-4-amine ClC1=C(C(=NC(=N1)CC1=CC(=CC=C1)C)N)OC1=C(C=CC=C1)OC